FC(C1=NN(C=C1C(=O)NC1=C(C=CC=C1)C1=CC=C(C=C1)C#CC(C)(C)C)C)F 3-(difluoromethyl)-N-[4'-(3,3-dimethylbut-1-yn-1-yl)biphenyl-2-yl]-1-methyl-1H-pyrazol-4-carboxamide